(4-Amino-2-oxabicyclo[2.2.2]octan-1-yl)(phenyl)methanol Hydrochloride Salt Cl.NC12COC(CC1)(CC2)C(O)C2=CC=CC=C2